ClC=1C2=C(N=CN1)N(C=C2C2CCCC2)C2C[C@@H]([C@H](O2)COC2=CC=C1C=CC(=NC1=C2)N(C)CC2=C(C=C(C=C2)OC)OC)O (2R-3S-3R)-5-{4-chloro-5-cyclopentyl-7H-pyrrolo[2,3-d]pyrimidin-7-yl}-2-{[(2-{[(2,4-dimethoxyphenyl)methyl](methyl)amino}quinolin-7-yl)oxy]methyl}oxolan-3-ol